C1(=CC=CC2=CC=C3C=C4C=CC=CC4=CC3=C12)C1(CC=2C=CC(=CC2C=C1)N)N 6-tetraphenylnaphthalene-2,6-diamine